4-[5-(2-amino-1,1-difluoroethyl)pyridin-2-yl]-3-(2-methyl-5-pyridin-2-ylpyrazol-3-yl)oxybenzonitrile NCC(F)(F)C=1C=CC(=NC1)C1=C(C=C(C#N)C=C1)OC=1N(N=C(C1)C1=NC=CC=C1)C